C1(=CC=CC=C1)C(C1=CC=CC=C1)(C1=CC=CC=C1)Cl triPhenylmethyl chloride